CN(C)CC=1C(=CC(N(C1)C(C(=O)OCC)CC(C)C)=O)C(F)(F)F ethyl 2-(5-((dimethylamino)methyl)-2-oxo-4-(trifluoromethyl)pyridin-1(2H)-yl)-4-methylpentanoate